(2,3-dimethoxy-phenyl)methanol COC1=C(C=CC=C1OC)CO